(6-(4-Isopropylpiperazin-1-yl)pyridin-3-yl)-4-(6-phenylimidazo[1,2-a]pyridin-3-yl)pyrimidin-2-amine C(C)(C)N1CCN(CC1)C1=CC=C(C=N1)C=1C(=NC(=NC1)N)C1=CN=C2N1C=C(C=C2)C2=CC=CC=C2